2-(4-((2-hydroxy-2-methylpropyl)amino)phthalazin-1-yl)-5-(trifluoromethyl)phenol OC(CNC1=NN=C(C2=CC=CC=C12)C1=C(C=C(C=C1)C(F)(F)F)O)(C)C